tert-butyl 3-[6-[5-[3-(methanesulfonamido)propanoylamino]-pyrazolo[1,5-a]pyridin-3-yl]-2-pyridyl]piperidine-1-carboxylate CS(=O)(=O)NCCC(=O)NC1=CC=2N(C=C1)N=CC2C2=CC=CC(=N2)C2CN(CCC2)C(=O)OC(C)(C)C